C1=CC=C2C(=C1)C=CC(=C2N=NC3=C(C=C(C=C3)N=NC4=CC=C(C=C4)S(=O)(=O)[O-])S(=O)(=O)[O-])O The molecule is an organosulfonate oxoanion obtained by deprotonation of the sulfo groups of Biebrich scarlet. It is a conjugate base of a Biebrich scarlet (acid form).